CNC(=O)C1=NC(=CC(=C1)C(=O)N[C@@H]1[C@H](C1)C)C(=C)C1=C2C(=CN=C1)N(C=C2)S(=O)(=O)C2=CC=CC=C2 N2-methyl-N4-((1S,2S)-2-methylcyclopropyl)-6-(1-(1-(phenylsulfonyl)-1H-pyrrolo[2,3-c]Pyridin-4-yl)vinyl)pyridine-2,4-dicarboxamide